N-(5-(2-(6-azaspiro[3.4]octan-6-yl)acetamido)-2-methylpyridin-3-yl)-2-(1-(2-hydroxyethyl)-1H-pyrazol-4-yl)pyrazolo[5,1-b]thiazole-7-carboxamide C1CCC12CN(CC2)CC(=O)NC=2C=C(C(=NC2)C)NC(=O)C=2C=NN1C2SC(=C1)C=1C=NN(C1)CCO